methyl 2-methoxy-4-(5-pentylpicolinamido)benzoate hydrogen chloride Cl.COC1=C(C(=O)OC)C=CC(=C1)NC(C1=NC=C(C=C1)CCCCC)=O